BrC=1C=C(C=CC1)C(C(=O)NN(C(=O)OC(C)(C)C)C)CCCCC(C(=O)OC)(C)C Tert-Butyl 2-(2-(3-bromophenyl)-8-methoxy-7,7-dimethyl-8-oxooctanoyl)-1-methylhydrazine-1-carboxylate